(S)-(-)-3-chloro-1-phenyl-1-propanol C1=CC=C(C=C1)[C@H](CCCl)O